ClC1=NC(=CC(=C1C(=O)NC=1SC=2C(=NC=C(C2)CC(C)(C)O)N1)C1=CC=NC=C1OC)C chloro-N-(6-(2-hydroxy-2-methylpropyl)thiazolo[4,5-b]pyridin-2-yl)-5'-methoxy-6-methyl-[4,4'-bipyridine]-3-carboxamide